C(C(=C)CC(=O)O)(=O)O.C(CCCCCCCCCCCCCCCCC)O Stearyl Alcohol Itaconate